C(C)N(C(COCC)=O)CC N,N-diethyl-3-oxa-pentanamide